N-(4,5-diamino-2-bromophenyl)-N-methylacetamide NC1=CC(=C(C=C1N)N(C(C)=O)C)Br